4'-Methoxybiphenyl-4-boronic acid COC1=CC=C(C=C1)C1=CC=C(C=C1)B(O)O